2-chloro-4-iodo-6-(trifluoromethyl)pyridine ClC1=NC(=CC(=C1)I)C(F)(F)F